ClC=1C=C(OCC(=O)O)C=CC1 2-(3-chlorophenoxy)acetic acid